OC(CCCCCCCC(=O)O)CC 9-hydroxyundecanoic acid